C(#N)C=1C(=NC(=CC1C(F)(F)F)C)N1[C@@H](C[C@@H](C1)O)C(=O)N(C=1C=C(C=CC1)C)C (2S,4S)-1-(3-cyano-6-methyl-4-(trifluoromethyl)pyridin-2-yl)-4-hydroxy-N-methyl-N-(m-tolyl)pyrrolidine-2-carboxamide